(Z)-Oct-4-ene CCC\C=C/CCC